1-(2-(6-benzylpyridin-2-yl)morpholino)-3-(1H-tetrazol-1-yl)propan-1-one C(C1=CC=CC=C1)C1=CC=CC(=N1)C1OCCN(C1)C(CCN1N=NN=C1)=O